C(C)(=O)N1C(\C(\C2=CC(=C(C=C12)C(=O)OC)C)=C(\C1=CC=CC=C1)/NC1=CC=C(C=C1)C(N(C)OCCO)=O)=O (Z)-Methyl 1-acetyl-3-(((4-((2-hydroxyethoxy)(methyl)carbamoyl)phenyl)amino)(phenyl)methylene)-5-methyl-2-oxoindoline-6-carboxylate